C1(=CC=CC=C1)N=CCCC1=CC=CC(=N1)C(CC)=O 6-(Phenylimino)propyl-2-propionylpyridin